[C@H]12CNC[C@H](CC1)N2C2=NC(=NC=1CC3(CCC21)CCCC2=CC=CC=C23)OC[C@H]2N(CCC2)C 4'-((1R,5S)-3,8-Diazabicyclo[3.2.1]octan-8-yl)-2'-(((S)-1-methylpyrrolidin-2-yl)methoxy)-3,4,5',8'-tetrahydro-2H,6'H-spiro[naphthalene-1,7'-quinazoline]